BrC1=CC=C(C=C1)B(O)O 4-bromophenylboronic acid